ethyl-5-(3,5-dimethoxyphenyl)-2-(4-fluoro-2-nitrobenzoyl)cyclohexan-1-one C(C)C1(C(CC(CC1)C1=CC(=CC(=C1)OC)OC)=O)C(C1=C(C=C(C=C1)F)[N+](=O)[O-])=O